COC=1C=C(C=CC1)S(=O)(=O)N1C=CC2=C1N=C(N=C2)N 7-(3-methoxybenzenesulfonyl)-2-amino-7H-pyrrolo[2,3-d]pyrimidine